ClC1=CC=2N(C(=N1)NC1CC3CCC(C1)N3C(=O)[O-])C=CN2 (3-exo)-3-((7-chloroimidazo[1,2-c]pyrimidin-5-yl) amino)-8-azabicyclo[3.2.1]octane-8-carboxylate